2-(1H-pyrrolo[2,3-b]Pyridin-5-yloxy)benzoic acid N1C=CC=2C1=NC=C(C2)OC2=C(C(=O)O)C=CC=C2